COC=1C(=NC(=NC1C1=NN(C=C1)C1=CC=CC=C1)N1CCOCC1)C(=O)O 5-methoxy-2-morpholino-6-(1-phenyl-1H-pyrazol-3-yl)pyrimidine-4-carboxylic acid